ethyl 3-((2-methyl-8-nitroquinolin-3-yl)amino)propanoate CC1=NC2=C(C=CC=C2C=C1NCCC(=O)OCC)[N+](=O)[O-]